COC=1C=C2C=CN(C2=CC1)CC(C)N(C)C (5-methoxy-1H-indol-1-yl)-N,N-dimethylpropan-2-amine